2-[[3-(4-methylpiperazine-1-yl)propyl]dimethoxysilyl]styrene CN1CCN(CC1)CCC[Si](C1=C(C=C)C=CC=C1)(OC)OC